FC1=C(C=C(C=C1)NC(=O)C=1N(C=C2C1OC[C@@H]1[C@H](NS2(=O)=O)CCN(C1)C(=O)OC(C)(C)C)C)C Cis-Tert-Butyl 1-((4-fluoro-3-methylphenyl)carbamoyl)-2-methyl-5,5a,6,7,9a,10-hexahydro-2H-pyrido[4,3-f]pyrrolo[3,4-b][1,4,5]oxathiazocine-8(9H)-carboxylate 4,4-dioxide